C1(CCCCC1)CCCNCC(O)C1=CC=C(C=C1)O 2-(3-cyclohexylpropylamino)-1-(p-hydroxyphenyl)-1-ethanol